tert-butyl 3-((6-cyano-8-cyclopentyl-7-oxo-7,8-dihydropyrido[2,3-d]pyrimidin-2-yl)amino)-7,8-dihydro-1,6-naphthyridine-6(5H)-carboxylate C(#N)C1=CC2=C(N=C(N=C2)NC=2C=NC=3CCN(CC3C2)C(=O)OC(C)(C)C)N(C1=O)C1CCCC1